FC1=CC(=CC=2N(C=NC21)C(C)C)C2=CC(=NC=C2C)NC(=O)C2CC(CCC2)NC(C(C)C)=O N-(4-(4-fluoro-1-isopropyl-1H-benzo[d]imidazol-6-yl)-5-methylpyridin-2-yl)-3-isobutyramidocyclohexane-1-carboxamide